FC1=C(C=C(C=C1)N(C(=O)C=1C=CC=2N(C1)C(=CN2)C=2C=CC(=NC2)NC(OC)=O)C)OC methyl N-[5-[6-[(4-fluoro-3-methoxy-phenyl)-methyl-carbamoyl]imidazo[1,2-a]pyridin-3-yl]-2-pyridyl]carbamate